CC1(NCCC=2C=CC=NC12)C 8,8-dimethyl-5,6,7,8-tetrahydro-1,7-naphthyridine